NC1(CCN(CC1)C=1N=CC(=NC1)SC=1C(=C(C=CC1)NC(=O)C1=C(C=CC=C1)S(=O)(=O)N)Cl)C ((3-((5-(4-amino-4-methylpiperidin-1-yl)pyrazin-2-yl)thio)-2-chlorophenyl)carbamoyl)benzenesulfonamide